propylpinacol borate B(O)(O)O.C(CC)CC(O)(C)C(C)(C)O